F.C(C)N(CC)CC triethylamine monohydrofluoric acid salt